C(C)C1=CC=C(CC2C(N(C(S2)=O)CCCC(=O)NC2=CC(=C(C(=O)O)C=C2)F)=O)C=C1 4-(4-(5-(4-ethylbenzyl)-2,4-dioxothiazolidin-3-yl)butanamido)-2-fluorobenzoic acid